5-(5-(3,5-dichloro-4-fluorophenyl)-5-(trifluoromethyl)-4,5-dihydroisoxazol-3-yl)-N-(1,1,1-trifluoropropan-2-yl)-5,6-dihydro-4H-thieno[2,3-c]pyrrole-2-carboxamide ClC=1C=C(C=C(C1F)Cl)C1(CC(=NO1)N1CC2=C(C1)C=C(S2)C(=O)NC(C(F)(F)F)C)C(F)(F)F